(6-chloropyridin-2-yl)-(1-methylpiperidin-4-yl)-methanone ClC1=CC=CC(=N1)C(=O)C1CCN(CC1)C